dibromotricarbonyl-ruthenium (II) Br[Ru](=C=O)(=C=O)(=C=O)Br